pentalene-4-carboxylic Acid (1-Dimethylaminomethyl-cyclopentyl)-amide CN(C)CC1(CCCC1)NC(=O)C=1C2=CC=CC2=CC1